2-(6-(((1R,3R,5S)-9-azabicyclo[3.3.1]non-3-yl)oxy)pyridazin-3-yl)-5-(1H-pyrazol-4-yl)phenol [C@H]12CC(C[C@H](CCC1)N2)OC2=CC=C(N=N2)C2=C(C=C(C=C2)C=2C=NNC2)O